ClC1=C(C=CC=C1F)C=1C(N(C(N(C1)CC(=O)N1CCC(CC1)N1C(NC2=C(CC1)C=C(C=C2)OC)=O)=O)CCS(=O)(=N)C)=O 5-(2-chloro-3-fluoro-phenyl)-1-[2-[4-(7-Methoxy-2-oxo-4,5-dihydro-1H-1,3-benzodiazepin-3-yl)-1-piperidyl]-2-oxo-ethyl]-3-[2-(methylsulfonimidoyl)ethyl]pyrimidine-2,4-dione